ClC1=NC(=NC(=N1)C1=CC=CC=C1)C1=CC2=CC=CC=C2C=C1 2-chloro-4-phenyl-6-(2-naphthyl)-1,3,5-triazine